N-[4-(4-fluorophenyl)-7-methoxy-1H-1,3-benzodiazol-2-yl]-4-hydroxy-4-methylpiperidine-1-carboxamide FC1=CC=C(C=C1)C1=CC=C(C=2NC(=NC21)NC(=O)N2CCC(CC2)(C)O)OC